3,9-bis[1,1-dimethyl-2-[beta-(3-t-butyl-4-hydroxy-5-methylphenyl)propionyloxy]ethyl]2,4,8,10-tetraoxaspiro[5.5]-undecane CC(COC(CCC1=CC(=C(C(=C1)C)O)C(C)(C)C)=O)(C)C1OCC2(CO1)COC(OC2)C(COC(CCC2=CC(=C(C(=C2)C)O)C(C)(C)C)=O)(C)C